C1(=CC=CC=C1)N1C(=NC2=C1C=CC=C2)C2=C(C(=C(C(=C2N2C1=CC=CC=C1C=1C=C(C=CC21)C)C=2C=NC=CC2)N2C1=CC=CC=C1C=1C=C(C=CC21)C)N2C1=CC=CC=C1C=1C=C(C=CC21)C)N2C1=CC=CC=C1C=1C=C(C=CC21)C 9,9',9'',9'''-(4-(1-phenyl-1H-benzo[d]imidazol-2-yl)-6-(pyridin-3-yl)benzene-1,2,3,5-tetrayl)tetrakis(3-methyl-9H-carbazole)